Pyridin-4-one N1=CCC(C=C1)=O